O=C1NC(CCC1N1C(C2=CC=CC(=C2C1=O)O)=O)=O 2-(2,6-dioxo-piperidine-3-yl)-4-hydroxyisoindoline-1,3-dione